NC=1C(=CC(=C(C1)N)O)C 4,6-diamino-m-cresol